BrC=1C=C(C(=NC1)[N+](=O)[O-])OCC1=C(C=CC(=C1)F)N1N=C(C=C1C(O)C=1C=NN(C1)CC)C (1-(2-(((5-bromo-2-nitropyridin-3-yl)oxy)methyl)-4-fluorophenyl)-3-methyl-1H-pyrazol-5-yl)(1-ethyl-1H-pyrazol-4-yl)methanol